C(C)(C)(C)OC(=O)C1=CC(=NN1CCN1CCOCC1)C=1C=C(C=CC1)C=1OC(=CN1)C(=O)OCC ethyl 2-(3-(5-(tert-butoxycarbonyl)-1-(2-morpholinoethyl)-1H-pyrazol-3-yl)phenyl)oxazole-5-carboxylate